BrC=1C(=C(C=CC1)O)CCCC 3-bromo-2-butyl-phenol